BrC1=NNC(C=2N1C=CN2)=O 5-bromoimidazo[1,2-d][1,2,4]triazin-8(7H)-one